ethyl ethylene formate C(=O)O.C(C)C=C